5-(hydroxymethyl)thiophene-2-carbonitrile OCC1=CC=C(S1)C#N